O1C(=CC=C1)C(=O)O.C(C1=CN=CC=C1)(=O)O nicotinic acid furoate